(2R,3R)-1-((R)-tert-butylsulfinyl)-3-methylazetidine-2-carboxylic acid ethyl ester C(C)OC(=O)[C@@H]1N(C[C@H]1C)[S@](=O)C(C)(C)C